C(C)C1CCC(CC1)OC(=O)N[C@H](C(=O)N[C@H](C(=O)OC)C[C@H]1C(NCC1)=O)CC(C)C methyl (S)-2-((S)-2-((((4-ethylcyclohexyl)oxy)carbonyl)amino)-4-methylpentanamido)-3-((S)-2-oxopyrrolidin-3-yl)propanoate